Cl.BrC1=CC=NC=C1 4-Bromopyridin Hydrochlorid